(1S,3S)-3-(3-chloro-5-fluorobenzamido)cyclopentan-1-aminium chloride [Cl-].ClC=1C=C(C(=O)N[C@@H]2C[C@H](CC2)[NH3+])C=C(C1)F